C(C)(=O)OC(C)(C)C acetic acid, 1,1-dimethylethyl ester